C(C=C)(=O)OCCOC (2-methoxyethyl) acrylate